1-(tert-butoxycarbonyl)-2-azabicyclo[2.1.1]hexane-4-carboxylic acid C(C)(C)(C)OC(=O)C12NCC(C1)(C2)C(=O)O